3-(4-Chloro-3,5-dimethyl-pyrazol-1-yl)-N-(2,3-dihydro-1,4-benzodioxin-6-yl)-N-isopropyl-benzamide ClC=1C(=NN(C1C)C=1C=C(C(=O)N(C(C)C)C2=CC3=C(OCCO3)C=C2)C=CC1)C